FC1(CCC(CC1)NC1=NC(=CC(=C1)C(C)(C)NC(OC)=O)N1N=C(C=C1)C)F methyl (2-(2-((4,4-difluorocyclohexyl)amino)-6-(3-methyl-1H-pyrazol-1-yl)pyridin-4-yl)propan-2-yl)carbamate